C(CCCCCCCCCCCCCCC(=O)[O-])CCCCCCCCCCCCCC(=O)[O-] ethylenebismyristate